3-(4,4-difluorocyclohexyl)-1-(tetrahydro-2H-pyran-2-yl)-1H-pyrazole FC1(CCC(CC1)C1=NN(C=C1)C1OCCCC1)F